C(CNC(O)=O)NC(O)=O.ClC1=NC=C(C=C1C(=O)NC1(CC1)C#N)OC[C@H](C)N(S(=O)(=O)C(F)(F)F)CC#N 2-chloro-N-(1-cyanocyclopropyl)-5-[(2S)-2-[cyanomethyl-(trifluoromethylsulfonyl)amino]propoxy]pyridine-3-carboxamide Ethylenbiscarbamat